N1=CC=C(C=C1)C=1C(=C(C(=C(C1C)C)C1=CC=NC=C1)C)C 3,6-bis(4-pyridyl)-1,2,4,5-tetramethylbenzene